2,3-bis(diphenyl-phosphoryl)-1-phenylpropan-1-one C1(=CC=CC=C1)P(=O)(C1=CC=CC=C1)C(C(=O)C1=CC=CC=C1)CP(=O)(C1=CC=CC=C1)C1=CC=CC=C1